(7R)-7-(difluoromethoxy)-5-oxa-2-azoniaspiro[3.4]octane FC(O[C@H]1COC2(C[NH2+]C2)C1)F